bis[2-(dimethylvinylsilyl)vinyl]methylvinylsilane CC(=C[SiH2]C=CC(C=C[SiH2]C=C(C)C)C=C[SiH3])C